[Na+].[Na+].P(OC(C=1C(NC)=CC=CC1)=O)(=O)(OP(=O)([O-])[O-])OC[C@@H]1[C@H]([C@H]([C@@H](O1)N1C=NC=2C(=O)NC(N)=NC12)O)O O-(N-Methylanthraniloyl) Guanosine-5'-Diphosphate, Disodium Salt